rac-5-(5-chloro-2-(((3R,4S)-4-hydroxy-2,2-dimethylpyrrolidin-3-yl)oxy)pyridin-4-yl)-1-(2-fluorobenzyl)-1,5-dihydro-4H-pyrazolo[4,3-c]pyridin-4-one ClC=1C(=CC(=NC1)O[C@@H]1C(NC[C@@H]1O)(C)C)N1C(C2=C(C=C1)N(N=C2)CC2=C(C=CC=C2)F)=O |r|